C(CC(=O)OC)(=O)OC(C)(C)C tert-butyl methyl propanedioate